[N+](=O)([O-])C=1C=C(C(=O)N[C@@H](C(=O)O)C2=CC=CC=C2)C=C(C1)[N+](=O)[O-] |r| N-(3,5-dinitrobenzoyl)-DL-α-phenylglycine